trans-N-(2,3-difluorophenyl)-3-(4,6-dimethoxypyrimidin-2-yl)-5-methyl-1-oxo-3,4-dihydro-2H-pyrrol-1-ium-2-carboxamide FC1=C(C=CC=C1F)NC(=O)C1[N+](C(CC1C1=NC(=CC(=N1)OC)OC)C)=O